N-(3-fluorobenzyl)-1-methyl-6-(pyridin-2-yl)-1H-pyrazolo[3,4-d]pyrimidin-4-amine FC=1C=C(CNC2=C3C(=NC(=N2)C2=NC=CC=C2)N(N=C3)C)C=CC1